fluorenylmethyloxycarbonyl-(mono-Fmoc)ethylenediamine hydrochloride Cl.C1(=CC=CC=2C3=CC=CC=C3CC12)COC(=O)N(CCN)C(=O)OCC1C2=CC=CC=C2C2=CC=CC=C12